benzyl-{2-[(2-aminoethyl)sulfonyl]ethyl}carbamat C(C1=CC=CC=C1)OC(NCCS(=O)(=O)CCN)=O